CC1(N(C(CCC1)(C)C)[Li])C (2,2,6,6-tetramethyl-1-piperidyl)lithium